FC1=C(C=C(C=C1)OC1=CC=C(C=C1)OC(F)(F)F)NC(=O)C1N(C(CC1)=O)C N-(2-Fluoro-5-(4-(trifluoromethoxy)phenoxy)phenyl)-1-methyl-5-oxopyrrolidine-2-carboxamide